C(C)(C)(C)C=1C=C(C=C(C1)C(C)(C)C)N(C1=NC=C(C=N1)C(=O)O)CC 2-[(3,5-di-tert-butylphenyl)(ethyl)amino]pyrimidine-5-carboxylic Acid